C(CC)SC=1N=C(C2=C(N1)NN=N2)N 5-(propylthio)-3H-[1,2,3]triazolo[4,5-d]pyrimidin-7-amine